6-amino-9-(tetrahydro-2H-pyran-2-yl)-9H-purin-2-ol NC1=C2N=CN(C2=NC(=N1)O)C1OCCCC1